C(C)C1=C(C=CC=C1F)C1C2=C(NC(=C1C(=O)OC)C)COC2=O methyl 4-(2-ethyl-3-fluorophenyl)-2-methyl-5-oxo-1,4,5,7-tetrahydrofurano[3,4-b]pyridine-3-carboxylate